NC(C(=O)N[C@@H](CO[C@H]1[C@H](N(CC1)C(CN1N=C(C=C1C(F)(F)F)C1CC1)=O)C1=C(C(=CC(=C1)F)C)Cl)C)=C Amino-N-[(2R)-1-{[(2R,3R)-2-(2-chloro-5-fluoro-3-methylphenyl)-1-{2-[3-cyclopropyl-5-(trifluoromethyl)-1H-pyrazol-1-yl]acetyl}pyrrolidine-3-yl]oxy}propan-2-yl]propenamide